7-(1-(but-2-ynyl)azetidin-3-yl)-2-(4-(2-methoxyphenoxy)phenyl)-1H-imidazo[1,2-b]pyrazole-3-carboxamide C(C#CC)N1CC(C1)C1=C2N(N=C1)C(=C(N2)C2=CC=C(C=C2)OC2=C(C=CC=C2)OC)C(=O)N